FC(C1CN(C1)C=1N=C(C2=C(N1)N=CC=C2)N2C(CC2)C2=C(C=CC=C2)C(F)(F)F)(F)F 2-(3-(trifluoromethyl)azetidin-1-yl)-4-(2-(2-(trifluoromethyl)phenyl)azetidin-1-yl)pyrido[2,3-d]pyrimidine